N1CC(C1)C1=NC(=C2C(=N1)N(N=C2)C2=C(C=C(C=C2)F)F)O 6-(azetidin-3-yl)-1-(2,4-difluorophenyl)pyrazolo[3,4-d]pyrimidin-4-ol